SCCCCC(=O)OC(CCCCCCC)OC(CCCCS)=O octanediol bis(5-mercaptovalerate)